C=1N=CN2C1C1=CC=CC=C1C2C2C(C1(C2)CCOCC1)O 2-(5H-Imidazo[5,1-a]isoindol-5-yl)-7-oxaspiro[3.5]nonan-1-ol